2-(3-((3,3-difluorocyclobutyl)ethynyl)phenyl)-4,4,5,5-tetramethyl-1,3,2-dioxaborolane FC1(CC(C1)C#CC=1C=C(C=CC1)B1OC(C(O1)(C)C)(C)C)F